cyclopropanecarboxamide, bis-hydrochloride salt Cl.Cl.C1(CC1)C(=O)N